N-palmitoylglucosamine C(CCCCCCCCCCCCCCC)(=O)N[C@H]1C(O)O[C@@H]([C@H]([C@@H]1O)O)CO